4-((6-(5-chloro-[1,2,4]triazolo[4,3-a]pyrazin-3-yl)pyridin-3-yl)amino)-1-(2,6-dichlorophenyl)-1H-pyrazole-3-carboxamide ClC1=CN=CC=2N1C(=NN2)C2=CC=C(C=N2)NC=2C(=NN(C2)C2=C(C=CC=C2Cl)Cl)C(=O)N